COC1=CC=2N(C=C1NC(=O)N1CCC=3C1=NC=CC3N3C[C@H](N([C@H](C3)C)C(=O)OC(C)(C)C)C)N=CN2 tert-butyl (2R,6S)-4-(1-((7-methoxy-[1,2,4]triazolo[1,5-a]pyridin-6-yl)carbamoyl)-2,3-dihydro-1H-pyrrolo[2,3-b]pyridin-4-yl)-2,6-dimethylpiperazine-1-carboxylate